FC1(CC2(C1)CC(NCC2)C2=C(C=C(C(=O)OC)C=C2)N2CC(C2)OC)F Methyl 4-(2,2-difluoro-7-azaspiro[3.5]nonan-6-yl)-3-(3-methoxyazetidin-1-yl)benzoate